ClC=1C(=NC=CC1C1=NC(=C(C=C1)CNCC1NC(CC1)=O)OC)C=1C(=C(C=CC1)NC(=O)C=1N=CC=2CCN(CC2C1)CCO)C N-(3-(3'-chloro-6-methoxy-5-((((5-oxopyrrolidin-2-yl)methyl)amino)methyl)-[2,4'-bipyridin]-2'-yl)-2-methylphenyl)-6-(2-hydroxyethyl)-5,6,7,8-tetrahydro-2,6-naphthyridine-3-carboxamide